COC1=C(C=C(C=C1)C=CC)OC 1,2-dimethoxy-4-(prop-1-en-1-yl)benzene